(2r,4r)-8-(5-chloro-3-fluoropyridin-2-yl)-5-(4-fluorobenzyl)-6,9-dioxo-5,8-diazaspiro[3.5]nonane-2-carboxamide ClC=1C=C(C(=NC1)N1CC(N(C2(CC(C2)C(=O)N)C1=O)CC1=CC=C(C=C1)F)=O)F